bis-(1-isocyanato-1-methyl-ethyl)naphthaline N(=C=O)C(C)(C)C1=C(C2=CC=CC=C2C=C1)C(C)(N=C=O)C